3-((1-Methyl-1H-pyrazol-4-yl)methyl)-N-(1-methylcyclopropyl)-1-(oxetan-3-ylmethyl)-2,4-dioxo-1,2,3,4-tetrahydroquinazoline-6-sulfonamide CN1N=CC(=C1)CN1C(N(C2=CC=C(C=C2C1=O)S(=O)(=O)NC1(CC1)C)CC1COC1)=O